C1(=CC=CC=C1)C1=CC=C(C=C1)S(=O)(=O)N1CC(OCC1)C1=C(SC2=C1C=CC=C2)C(=O)N [4-(4-phenylphenyl)sulfonylmorpholin-2-yl]benzothiophene-2-carboxamide